1-(TRIFLUOROMETHYL)NAPHTHALENE-2-BORONIC ACID FC(C1=C(C=CC2=CC=CC=C12)B(O)O)(F)F